OCC[N+](C)(C)C.P(=O)(OCCN)([O-])[O-].OCC[N+](C)(C)C 2-aminoethyl phosphate choline